C1(=CC=CC=C1)S(=O)(=O)N1C=C(C2=CC=C(C=C12)C=1C=NC=CC1)C1=NC(=NC=C1C(F)(F)F)N[C@@H]1CN(CCC1)C(=O)OC(C)(C)C tert-butyl (3S)-3-[[4-[1-(benzenesulfonyl)-6-(3-pyridyl)indol-3-yl]-5-(trifluoromethyl)pyrimidin-2-yl]amino]piperidine-1-carboxylate